[Si](C)(C)(C(C)(C)C)OCC1=C(C=C(N)C=C1)OC(F)F 4-({[tert-butyl(dimethyl)silyl]oxy}methyl)-3-(difluoromethoxy)aniline